3-(BUT-3-EN-1-YLOXY)PROPANAL C(CC=C)OCCC=O